(R)-N-(1-(1-(2,4-bis(trifluoromethyl)phenyl)ethyl)-1H-pyrazol-4-yl)-5-(pyrimidin-4-yl)-1,3,4-thiadiazole-2-carboxamide FC(C1=C(C=CC(=C1)C(F)(F)F)[C@@H](C)N1N=CC(=C1)NC(=O)C=1SC(=NN1)C1=NC=NC=C1)(F)F